CSC(CC=O)CCC 3-METHYLTHIOHEXANAL